(1R,3R,4R)-N-((S)-1-cyano-2-((S)-2-oxopiperidin-3-yl)ethyl)-5,5-difluoro-2-((R)-2-hydroxy-2-phenylacetyl)-2-azabicyclo[2.2.2]octane-3-carboxamide C(#N)[C@H](C[C@H]1C(NCCC1)=O)NC(=O)[C@@H]1N([C@H]2CC([C@@H]1CC2)(F)F)C([C@@H](C2=CC=CC=C2)O)=O